P(O)(O)(O)=O (R)-phosphoric acid